1-ethyl-1-(4-hydroxybutyl)pyrrolidin-1-ium C(C)[N+]1(CCCC1)CCCCO